[V+2].COC1=CC(=CC2=C1OC(CO2)C=2C=NC(=CC2)C)CO (8-methoxy-2-(6-methylpyridin-3-yl)-2,3-dihydrobenzo[b][1,4]dioxin-6-yl)methanol vanadium (II)